C(CCCCCCCCC)N(CCCCCCCCCC)CC(=O)O N,N-didecylaminoacetic acid